1-ethyl-3-((4-(2-hydroxyethyl)thiazol-2-yl)methyl)urea C(C)NC(=O)NCC=1SC=C(N1)CCO